FC([C@@H](CC#N)N[C@H]1CCCN2C(COC=3C=CC=C(C3C3CCC(OC[C@@H]12)CC3)F)=O)(F)F |o1:2| Rel-4,4,4-trifluoro-3-{[(1s,15S,16R,19s)-3-fluoro-10-oxo-8,18-dioxa-11-azatetracyclo[17.2.2.02,7.011,16]tricosa-2(7),3,5-trien-15-yl]amino}butanenitrile